4-cyano-5-nitro-1,2,3-triazole sodium salt [Na].C(#N)C=1N=NNC1[N+](=O)[O-]